carvacryl cyclobutanecarboxylate C1(CCC1)C(=O)OC1=CC(C(C)C)=CC=C1C